CC(CCC(=O)NCCNC(C(C)(OC=1C=NC2=CC=CC=C2C1)C)=O)C 4-methyl-N-(2-(2-methyl-2-(quinolin-3-yloxy)propanamido)ethyl)pentanamide